FC(C)(F)C1=NC=CC(=N1)NC1=CC(=NC=C1C1=NN(N=C1)CCN1CCN(CC1)C)NC(C)=O N-(4-((2-(1,1-difluoroethyl)pyrimidin-4-yl)amino)-5-(2-(2-(4-methylpiperazin-1-yl)ethyl)-2H-1,2,3-triazol-4-yl)pyridin-2-yl)acetamide